N-[(R)-3-decyloxytetradecanoyl]-O-[2,3-di-[(R)-3-decyloxytetradecanoylamino]-2,3-dideoxy-4-O-sulfoxy-β-D-allopyranosyl]-L-serine methyl ester COC([C@@H](NC(C[C@@H](CCCCCCCCCCC)OCCCCCCCCCC)=O)CO[C@H]1[C@@H]([C@@H]([C@H](OOS(=O)(=O)O)[C@H](O1)CO)NC(C[C@@H](CCCCCCCCCCC)OCCCCCCCCCC)=O)NC(C[C@@H](CCCCCCCCCCC)OCCCCCCCCCC)=O)=O